methyl (4S)-4-[[4-(3,5-difluorophenyl)-2-oxa-3-azabicyclo[3.1.0]hex-3-ene-1-carbonyl]amino]pentanoate FC=1C=C(C=C(C1)F)C1=NOC2(CC12)C(=O)N[C@H](CCC(=O)OC)C